[C@@H]1(CCN2CCCC[C@@H]12)NC1=NN=C(C=2N1C=CC2)C2=C(C=C(C=C2)C(F)(F)F)O 2-(4-(((1S,8aS)-octahydroindolizin-1-yl)amino)pyrrolo[1,2-d][1,2,4]triazin-1-yl)-5-(trifluoromethyl)phenol